tetraglycidyl-1,3-xylylenediamine C(C1CO1)N(CC1=CC(=CC=C1)CN(CC1CO1)CC1CO1)CC1CO1